C(#N)C=1C=C(C=C(C1)F)N1C(N(C(C1=O)C(C)C)C=1N=C2N(CCOC3=C2C=CC(=C3)N3[C@@H](CC(C3)F)C(=O)N)C1)=O (2S)-1-(2-(3-(3-cyano-5-fluorophenyl)-5-isopropyl-2,4-dioxoimidazolidin-1-yl)-5,6-dihydrobenzo[f]imidazo[1,2-d][1,4]oxazepin-9-yl)-4-fluoropyrrolidine-2-carboxamide